C(C(=C)C)(=O)OCCCCCCCCCCCCCCCCCCCCCC Behenyl Methacrylate